1,1'-(2-(perfluorophenyl)propane-1,3-diyl)bis(7-methoxy-4,9-dihydro-3H-pyrido[3,4-b]indole) FC1=C(C(=C(C(=C1F)F)F)F)C(CC1=NCCC2=C1NC1=CC(=CC=C21)OC)CC2=NCCC1=C2NC2=CC(=CC=C12)OC